N-(4-(2-(4-chlorophenyl)but-3-yn-2-yl)-1H-imidazol-2-yl)-2,6-difluoro-4-(piperazin-1-yl)benzamide ClC1=CC=C(C=C1)C(C)(C#C)C=1N=C(NC1)NC(C1=C(C=C(C=C1F)N1CCNCC1)F)=O